COCCNC(=O)N1CC2(CCN3N=C(C=C32)C=3C=NC2=CC=CC=C2C3)C1 N-(2-methoxyethyl)-2'-(quinolin-3-yl)-5',6'-dihydrospiro[azetidine-3,4'-pyrrolo[1,2-b]pyrazole]-1-carboxamide